FC=1C=2N(C(=NC1)C(=O)OC)C=C(N2)C Methyl 8-fluoro-2-methylimidazo[1,2-c]pyrimidine-5-carboxylate